1-bromo-4-(4'-methyl-2,2'-bipyridine-4-yl)-butane BrCCCCC1=CC(=NC=C1)C1=NC=CC(=C1)C